FC1=C(C=CC(=C1)F)[Ir+]C1=C(C=C(C=C1)F)F bis[2,4'-difluorophenyl]iridium (III)